C(C)OC(=O)C=1C=NN(C1N)C1=CC=C(C=C1)OC 1-(4-methoxyphenyl)-5-amino-1H-pyrazole-4-carboxylic acid ethyl ester